4-((2-carbamoylpyrrolo[2,3-b]pyrazin-5-yl)methyl)phenylboronic acid C(N)(=O)C=1N=C2C(=NC1)N(C=C2)CC2=CC=C(C=C2)B(O)O